CN1C(=NN=C1)CC1(COC1)C=1C=C(C=CC1)NC(OC(C)(C)C)=O tert-butyl (3-{3-[(4-methyl-4H-1,2,4-triazol-3-yl)methyl]oxetan-3-yl}phenyl)carbamate